(R)-1-((4-chloroquinolin-7-yl)methyl)pyrrolidin-3-ol ClC1=CC=NC2=CC(=CC=C12)CN1C[C@@H](CC1)O